3-methyl-thieno[2,3-c]pyridine CC1=CSC2=CN=CC=C21